[N+](=[N-])=C1CC=C(C=C1)N1C(C=CC1=O)=O N-(4-diazophenyl)maleimide